(2S)-3-(2-bromo-4-iodo-phenyl)-2-[(3R)-1-tert-butoxycarbonylpyrrolidin-3-yl]propanoic acid BrC1=C(C=CC(=C1)I)C[C@H](C(=O)O)[C@@H]1CN(CC1)C(=O)OC(C)(C)C